α-Pyrone C1=CC(=O)OC=C1